7-methyl-5-(2-methyloxazol-4-yl)pyrazolo[1,5-a]Pyrimidine-3-carboxylic acid CC1=CC(=NC=2N1N=CC2C(=O)O)C=2N=C(OC2)C